(E)-N-(4-(3,4-difluorophenyl)-5-methylthiazol-2-yl)-5-((2-hydroxy-3-methoxybenzylidene)amino)-3-methylpyridine-2-sulfonamide FC=1C=C(C=CC1F)C=1N=C(SC1C)NS(=O)(=O)C1=NC=C(C=C1C)/N=C/C1=C(C(=CC=C1)OC)O